2-(2,6-dioxopiperidin-3-yl)-5-((4-(thiophen-3-yl)-3,6-dihydropyridin-1(2H)-yl)methyl)isoindoline-1,3-dione O=C1NC(CCC1N1C(C2=CC=C(C=C2C1=O)CN1CCC(=CC1)C1=CSC=C1)=O)=O